(S)-1-(2-((tert-butyldimethylsilyl)oxy)propyl)-3-ethoxy-4-iodo-5-(iodomethyl)-1H-pyrazole [Si](C)(C)(C(C)(C)C)O[C@H](CN1N=C(C(=C1CI)I)OCC)C